(2-(3,5-difluoro-2-hydroxyphenyl)-6a-ethyl-5,6,6a,7,9,10-hexahydro-8H-pyrazino[1',2':4,5]-pyrazino[2,3-c]pyridazin-8-yl)(2,2-dimethylpiperazin-1-yl)methanone FC=1C(=C(C=C(C1)F)C=1C=C2C(=NN1)NCC1(N2CCN(C1)C(=O)N1C(CNCC1)(C)C)CC)O